N-(4-bromo-2-methylphenyl)-4-(((6-methoxy-2-(2-methoxyimidazo[2,1-b][1,3,4]thiadiazol-6-yl)benzofuran-4-yl)oxy)methyl)thiazol-2-amine BrC1=CC(=C(C=C1)NC=1SC=C(N1)COC1=CC(=CC2=C1C=C(O2)C=2N=C1SC(=NN1C2)OC)OC)C